COC([C@@H](NC(=O)[C@@H]1CN(CC12CN(C2)C(=O)[C@@H]2C(C2)(C)C)C(=O)C=2C=NN(C2)CC2=CC=CC=C2)[C@H](OCC2CCCCC2)C)=O N-((S)-6-(1-benzyl-1H-pyrazole-4-carbonyl)-2-((S)-2,2-dimethylcyclopropane-1-carbonyl)-2,6-diazaspiro[3.4]Octane-8-carbonyl)-O-(cyclohexylmethyl)-L-threonine methyl ester